8-(3,5-dichlorophenyl)-N-[(4S)-3,4-dihydro-2H-chromen-4-yl]-4-methoxycinnoline-3-carboxamide ClC=1C=C(C=C(C1)Cl)C=1C=CC=C2C(=C(N=NC12)C(=O)N[C@H]1CCOC2=CC=CC=C12)OC